FC=1C=C(N)C=CC1F 3,4-difluoroaniline